C[C@@H]1C=2N(C[C@@H](C1)C(F)(F)F)C=C(N2)C(=O)OCC |o1:1,5| ethyl (6R,8S) or (6S,8R)-8-methyl-6-(trifluoromethyl)-5,6,7,8-tetrahydroimidazo[1,2-a]pyridine-2-carboxylate